tert-butyl spiro[5,6-dihydro-[1,2,4]triazolo[1,5-a]pyrazine-8,1'-cyclopropane]-7-carboxylate C12(CC1)C=1N(CCN2C(=O)OC(C)(C)C)N=CN1